(R)-2-(3-(6-Methyl-5-(8-methyl-[1,2,4]triazolo[1,5-a]pyridin-6-yl)-2-oxo-2,3-dihydro-1H-benzo[d]imidazol-1-yl)piperidin-1-yl)acetamid CC=1C(=CC2=C(N(C(N2)=O)[C@H]2CN(CCC2)CC(=O)N)C1)C=1C=C(C=2N(C1)N=CN2)C